ethyl 3,3-dicyano-2-methoxy-prop-2-enoate C(#N)C(=C(C(=O)OCC)OC)C#N